4-(4-bromophenyl)-1-((2-(trimethylsilyl)ethoxy)methyl)-1H-1,2,3-triazole BrC1=CC=C(C=C1)C=1N=NN(C1)COCC[Si](C)(C)C